O=C1N(C(C=C1)=O)CC(=O)N(CCOCCS(=O)(=O)O)CCC(=O)O 3-(2-(2,5-dioxo-2,5-dihydro-1H-pyrrol-1-yl)-N-(2-(2-sulphoethoxy)ethyl)acetamido)propionic acid